S(C1=C(C(=CC=C1)C(C)(C)C)O)C1=C(C(=CC=C1)C(C)(C)C)O thiobis(6-t-butylphenol)